C(C)(C)(C)OC(=O)N1CC(N(CC1)CC=O)=O 3-oxo-4-(2-oxoethyl)piperazine-1-carboxylic acid tert-butyl ester